N,N-di(2-hydroxyethyl)aniline 9-((2-aminoethyl)(2-hydroxyethyl)amino)nonyl-2-butyloctanoate NCCN(CCCCCCCCCOC(C(CCCCCC)CCCC)=O)CCO.OCCN(C1=CC=CC=C1)CCO